2-[3-fluoro-4-(2-hydroxy-1,1-dimethyl-ethyl)anilino]-4-[[(1S)-2-hydroxy-1-phenyl-ethyl]amino]-N-methyl-pyrimidine-5-carboxamide FC=1C=C(NC2=NC=C(C(=N2)N[C@H](CO)C2=CC=CC=C2)C(=O)NC)C=CC1C(CO)(C)C